CN(C12CCC(CC1)(CC2)C2=NN=C(O2)[C@@]21CN(C[C@]1(C2)C(F)(F)F)C2=C1C=CC=NC1=C(C=C2)C#N)C 5-((1S,5R)-1-(5-(4-(dimethylamino)bicyclo[2.2.2]octan-1-yl)-1,3,4-oxadiazol-2-yl)-5-(trifluoromethyl)-3-azabicyclo[3.1.0]hexan-3-yl)quinoline-8-carbonitrile